1-{bicyclo[1.1.1]pentan-1-yl}-5-fluoropyrazole-4-carboxylic acid C12(CC(C1)C2)N2N=CC(=C2F)C(=O)O